6-(1-methyl-1H-pyrazol-4-yl)pyrrolo[2,1-f][1,2,4]triazine-2,4(1H,3H)-dione CN1N=CC(=C1)C=1C=C2C(NC(NN2C1)=O)=O